OC=1C=C(C=CC1)C=1C=NC=C(C(=O)OC)C1 methyl 5-(3-hydroxyphenyl)nicotinate